tert-butyl N-[(3R)-8-fluoro-5-[(4-fluorophenyl)methyl]-1,1,4-trioxo-7-[5-(1,2,2,2-tetrafluoro-1-methoxy-ethyl)-1,2,4-oxadiazol-3-yl]-2,3-dihydro-1λ6,5-benzothiazepin-3-yl]carbamate FC1=CC2=C(N(C([C@H](CS2(=O)=O)NC(OC(C)(C)C)=O)=O)CC2=CC=C(C=C2)F)C=C1C1=NOC(=N1)C(C(F)(F)F)(OC)F